2-amino-5-(2-((S)-3-aminopyrrolidin-1-yl)pyridin-4-yl)-3'-hydroxy-2',6'-dimethyl-[1,1'-biphenyl]-3-carboxamide NC1=C(C=C(C=C1C(=O)N)C1=CC(=NC=C1)N1C[C@H](CC1)N)C1=C(C(=CC=C1C)O)C